N-((4-(5-(1,1-difluoroethyl)-1,2,4-oxadiazol-3-yl)bicyclo[2.2.2]octan-1-yl)methyl)-N-(3-(dimethylphosphoryl)phenyl)-3-fluorobicyclo[1.1.1]pentane-1-carboxamide FC(C)(F)C1=NC(=NO1)C12CCC(CC1)(CC2)CN(C(=O)C21CC(C2)(C1)F)C1=CC(=CC=C1)P(=O)(C)C